2-(3-bromophenyl)-1,3-dioxane BrC=1C=C(C=CC1)C1OCCCO1